FC1=NC(=CC=C1C=1SC=2C(N(CCC2N1)C=1C=NC=CC1)=O)N1C[C@H](CC1)O (S)-2-(2-fluoro-6-(3-hydroxypyrrolidin-1-yl)pyridin-3-yl)-5-(pyridin-3-yl)-6,7-dihydrothiazolo[5,4-c]pyridin-4(5H)-one